Benzo[b]thiophen-3-yl{9-[methyl(7H-pyrrolo[2,3-d]pyrimidin-4-yl)amino]-3-azaspiro[5.5]undec-3-yl}methanon S1C2=C(C(=C1)C(=O)N1CCC3(CC1)CCC(CC3)N(C=3C1=C(N=CN3)NC=C1)C)C=CC=C2